[Na+].P([O-])(=O)(OP(=O)(O)OP(=O)(O)O)OC[C@@H]1[C@H]([C@H]([C@@H](O1)N1C=NC=2C(N)=NC=NC12)O)O adenosine triphosphate monosodium salt